(R)-8-bromo-6-chloro-2-(2-(pyridin-2-yl)ethyl)chroman-4-one BrC=1C=C(C=C2C(C[C@H](OC12)CCC1=NC=CC=C1)=O)Cl